C(C)(C)(C)OOC(C)CCC(C)OOC(C)(C)C 2,5-di(tert-butyl-peroxy)-hexane